1-((2-(Azetidin-1-yl)pyrimidin-5-yl)methyl)-N-(3-(3-chlorophenyl)-3-hydroxycyclobutyl)-1H-pyrazole-4-carboxamide N1(CCC1)C1=NC=C(C=N1)CN1N=CC(=C1)C(=O)NC1CC(C1)(O)C1=CC(=CC=C1)Cl